methyl-4-ethyl-benzene CC1=CC=C(C=C1)CC